2-bromo-2,3-dihydrobenzofuran-7-amine BrC1OC2=C(C1)C=CC=C2N